CC1(CNCCOC1)O 6-Methyl-1,4-oxazepan-6-ol